C(C)(C)(C)OC(C(CCCCCCS(=O)(=O)C1=CC=C(C)C=C1)(C1=NC=CC=C1)F)=O 2-fluoro-2-(pyridin-2-yl)-8-(tosyl)octanoic acid tert-butyl ester